phenyl 6-isopropoxy-2-(1-methyl-2-oxabicyclo[2.2.2]octan-4-yl)-2H-indazole-5-carboxylate C(C)(C)OC=1C(=CC2=CN(N=C2C1)C12COC(CC1)(CC2)C)C(=O)OC2=CC=CC=C2